8-(2,6-difluorophenyl)-13-[(2R)-4-(2-fluoroethyl)-2-methyl-piperazin-1-yl]-5,11-dimethyl-3,4,7,9,12-pentazatricyclo[8.4.0.02,6]tetradeca-1(10),2(6),4,7,11,13-hexaene FC1=C(C(=CC=C1)F)C1=NC=2C(=NNC2C=2C=C(N=C(C2N1)C)N1[C@@H](CN(CC1)CCF)C)C